S1C(=NC2=C1C=CC=C2)NC2=C(C(=C(N=N2)NC=2SC=C(N2)C(=O)OCC)C2CC2)C ethyl 2-({6-[(1,3-benzothiazol-2-yl) amino]-4-cyclopropyl-5-methylpyridazin-3-yl} amino)-1,3-thiazole-4-carboxylate